(3-(hydroxyimino)butan-2-yl)(nonyl)phosphinic acid ON=C(C(C)P(O)(=O)CCCCCCCCC)C